FC(C(=O)O)(F)F.CNC(C(C(=O)NC)NCCCN(CCCCCCCC(=O)OC(CCCCCCCC)CCCCCCCC)CCCCCCCC(OC(CC)CCCCCCCC)=O)=O Heptadecan-9-yl 8-((3-((1,3-bis(methylamino)-1,3-dioxopropan-2-yl)amino)propyl)(8-oxo-8-(undecan-3-yloxy)octyl)amino)octanoate Trifluoroacetate Salt